ClC1=NN(C(=C1)C)C1=CC=C(CNC(OC(C)(C)C)=O)C=C1 tert-butyl (4-(3-chloro-5-methyl-1H-pyrazol-1-yl)benzyl)carbamate